CS(=O)(=O)OC1C(NC=2N(C1)N=CC2)=O 5-oxo-4,5,6,7-tetrahydropyrazolo[1,5-a]pyrimidin-6-yl methanesulfonate